5-(3-fluoro-4-((methylamino)methyl)phenyl)-1,8-naphthyridin-2(1H)-one hydrochloride Cl.FC=1C=C(C=CC1CNC)C1=C2C=CC(NC2=NC=C1)=O